4-((2-fluorophenoxy)carbonyl)-2-hydroxybenzenesulfonate FC1=C(OC(=O)C2=CC(=C(C=C2)S(=O)(=O)[O-])O)C=CC=C1